[3-(difluoromethyl)-1-[4-(hydroxymethyl)cyclohexyl]pyrazol-4-yl]-5-(2-oxa-6-azaspiro[3.3]heptan-6-yl)pyrazolo[1,5-a]pyrimidine-3-carboxamide FC(C1=NN(C=C1C1=NN2C(N=C(C=C2)N2CC3(COC3)C2)=C1C(=O)N)C1CCC(CC1)CO)F